5-(2-fluoro-6-methoxyphenyl)-1H-pyrazolo[4,3-d]pyrimidin FC1=C(C(=CC=C1)OC)C=1N=CC2=C(N1)C=NN2